N-((3S,4S)-4-fluoropyrrolidin-3-yl)-6-(6-(pyrazolo[1,5-a]pyridin-3-yl)imidazo[1,2-b]pyridazin-3-yl)pyridin-2-amine F[C@@H]1[C@H](CNC1)NC1=NC(=CC=C1)C1=CN=C2N1N=C(C=C2)C=2C=NN1C2C=CC=C1